2-Chloro-N-(4-(1-methyl-4-(trifluoromethyl)-1H-imidazol-2-yl)benzyl)pyrido[2,3-d]pyrimidin-4-amine ClC=1N=C(C2=C(N1)N=CC=C2)NCC2=CC=C(C=C2)C=2N(C=C(N2)C(F)(F)F)C